ClC1=C(C(=NC=C1)C#N)F 4-chloro-3-fluoropyridinecarbonitrile